2-methoxy-5-(2-oxa-7-azaspiro[4.4]nonan-7-yl)benzenesulfonamide COC1=C(C=C(C=C1)N1CC2(CCOC2)CC1)S(=O)(=O)N